Methyl (S)-2-amino-5-(2,3-dihydrobenzo[e][1,4]oxazepin-1(5H)-yl)-5-oxopentanoate hydrochloride Cl.N[C@H](C(=O)OC)CCC(=O)N1CCOCC2=C1C=CC=C2